N-Ethoxy-N,2-dimethoxy-1-phenylpropan-2-amine C(C)ON(C(CC1=CC=CC=C1)(C)OC)OC